(Z)-(2-amino-2-(hydroxyimino)ethyl)carbamic acid tert-butyl ester C(C)(C)(C)OC(NC/C(=N/O)/N)=O